3-amino-N-(2-{3-amino-4-[1-(methoxymethyl)cyclopropoxy]pyrrolidin-1-yl}-5,6,7,8-tetrahydroquinolin-6-yl)-5-fluoro-6-methylthieno[2,3-b]pyridine-2-carboxamide NC1=C(SC2=NC(=C(C=C21)F)C)C(=O)NC2CC=1C=CC(=NC1CC2)N2CC(C(C2)OC2(CC2)COC)N